[Cl-].S1C=NC2=C1C(=CC=C2)C2=CC=C(C=C2)[C@H](COC([C@H](C(C)C)[NH3+])=O)NC(=O)NC2=CN=C(S2)C#C (S)-1-((R)-2-(4-(Benzo[d]thiazol-7-yl)phenyl)-2-(3-(2-ethynylthiazol-5-yl)-ureido)ethoxy)-3-methyl-1-oxobutan-2-aminium chloride